3-cyano-N-[(1r,3s)-3-{[6-methyl-2-(trifluoromethyl)quinolin-4-yl]amino}cyclohexyl]benzamide isostearyl-neopentanoate C(CCCCCCCCCCCCCCC(C)C)CC(C(=O)O)(C)C.C(#N)C=1C=C(C(=O)N[C@H]2C[C@H](CCC2)NC2=CC(=NC3=CC=C(C=C23)C)C(F)(F)F)C=CC1